ClCCCN1CC(C1)OC1=CC(=C(C(=C1)F)[C@H]1N([C@@H](CC2=C1NC1=CC=CC=C21)C)CC(C)(C)F)F (1R,3R)-1-[4-[1-(3-chloropropyl)azetidin-3-yl]oxy-2,6-difluoro-phenyl]-2-(2-fluoro-2-methyl-propyl)-3-methyl-1,3,4,9-tetrahydropyrido[3,4-b]indole